3,7-bis(1,7-bis(4-(dimethylamino)phenyl)-2-phenylindolizin-3-yl)-5,5-bis(2-ethylhexyl)dibenzo[b,e]silin-10(5H)-one CN(C1=CC=C(C=C1)C=1C(=C(N2C=CC(=CC12)C1=CC=C(C=C1)N(C)C)C=1C=CC2=C([Si](C3=C(C2=O)C=CC(=C3)C3=C(C(=C2C=C(C=CN32)C3=CC=C(C=C3)N(C)C)C3=CC=C(C=C3)N(C)C)C3=CC=CC=C3)(CC(CCCC)CC)CC(CCCC)CC)C1)C1=CC=CC=C1)C